3-(5-amino-2-bromo-4-fluorophenyl)-1-ethyl-7-(methylamino)-1,6-naphthyridin-2(1H)-one NC=1C(=CC(=C(C1)C=1C(N(C2=CC(=NC=C2C1)NC)CC)=O)Br)F